ClC1=C(C=CC=C1Cl)N1CCN(CC1)CCCCOC1=CC=C2C(CC(NC2=C1)=O)CNC(OC(C)(C)C)=O tert-butyl ((7-(4-(4-(2,3-dichlorophenyl)piperazin-1-yl)butoxy)-2-oxo-1,2,3,4-tetrahydroquinolin-4-yl)methyl)carbamate